BrC1=C2CCCSC2=C(C=C1)C(F)(F)F 5-Bromo-8-(trifluoromethyl)thiochroman